(R)-N-(5-((6-(3-(3-(3,5-difluoro-phenoxy)phenyl)-isoxazolidin-2-yl)-pyrimidin-4-yl)-amino)-2-((2-(dimethylamino)-ethyl)(methyl)-amino)-4-methoxy-phenyl)acrylamide FC=1C=C(OC=2C=C(C=CC2)[C@@H]2N(OCC2)C2=CC(=NC=N2)NC=2C(=CC(=C(C2)NC(C=C)=O)N(C)CCN(C)C)OC)C=C(C1)F